1-(6-hydroxy-3,4-dihydro-2,7-naphthyridin-2(1H)-yl)-2-(methylsulfonyl)ethanone OC=1C=C2CCN(CC2=CN1)C(CS(=O)(=O)C)=O